NC=1C2=C(N=C(N1)C1=CC=CC=C1)SC(=C2N)C(=O)O 4,5-diamino-2-phenylthieno[2,3-d]pyrimidine-6-carboxylic acid